2-(trifluoromethyl)-1-(4-(3-((6-(trifluoromethyl)pyridin-3-yl)oxy)pyrazin-2-yl)piperidin-1-yl)prop-2-en-1-one FC(C(C(=O)N1CCC(CC1)C1=NC=CN=C1OC=1C=NC(=CC1)C(F)(F)F)=C)(F)F